2-(4-Fluoromethoxy-phenyl)-7-morpholin-4-yl-imidazo[1,2-a]pyridine FCOC1=CC=C(C=C1)C=1N=C2N(C=CC(=C2)N2CCOCC2)C1